C(C)N1N=CC(=C1)NC=1N=C(C2=C(N1)NC=C2F)N[C@H]2CN(CC[C@H]2C)C(C=C)=O 1-((3R,4R)-3-((2-((1-ethyl-1H-pyrazol-4-yl)amino)-5-fluoro-7H-pyrrolo[2,3-d]pyrimidin-4-yl)amino)-4-methylpiperidin-1-yl)prop-2-en-1-one